BrC=1C(C(=CC(C1)=O)Br)=O 2,6-dibromo-1,4-benzoquinone